Cl.BrC=1C=C(C=C2C(NC(=NC12)C1=NC=CC(=C1)C(F)(F)F)=O)CCN1CCOCC1 8-bromo-6-(2-morpholinoethyl)-2-(4-(trifluoromethyl)pyridin-2-yl)quinazolin-4(3H)-one hydrochloride